2-(2,6-dioxopiperidin-3-yl)-4-(((1-(1-(1-(5-methylpyridin-2-yl)piperidine-4-carbonyl)piperidin-4-yl)-1H-pyrazol-4-yl)methyl)amino)isoindoline-1,3-dione O=C1NC(CCC1N1C(C2=CC=CC(=C2C1=O)NCC=1C=NN(C1)C1CCN(CC1)C(=O)C1CCN(CC1)C1=NC=C(C=C1)C)=O)=O